OC(CCCCCCCCCCC(=O)OCCCOC(CCCCCCCCCCC(CCCCCC)O)=O)CCCCCC Propane-1,3-diyl bis(12-hydroxyoctadecanoate)